3-cyanopropyl-phenyl-dimethoxysilane C(#N)CCC[Si](OC)(OC)C1=CC=CC=C1